C(C)C1(CCC2(OCCO2)CC1)N(C(OC(C)(C)C)=O)C tert-butyl N-(8-ethyl-1,4-dioxaspiro[4.5]decan-8-yl)-N-methyl-carbamate